ethyl (1-(5-(3-cyano-6-ethoxypyrazolo[1,5-a]pyridin-4-yl)pyridin-2-yl)-4-((4-ethylpiperazin-1-yl)methyl)piperidin-4-yl)carbamate C(#N)C=1C=NN2C1C(=CC(=C2)OCC)C=2C=CC(=NC2)N2CCC(CC2)(CN2CCN(CC2)CC)NC(OCC)=O